3-[8(Z)-pentadecenyl]phenol C(CCCCCC\C=C/CCCCCC)C=1C=C(C=CC1)O